hydroxyethylidene bisphosphonate, phosphonobutanetricarboxylic acid salt P(=O)(O)(O)C(C(C(=O)O)(C(=O)O)C(=O)O)CC.P(OC(CO)OP(O)=O)(O)=O